METHYL CRESOTATE C1(=C(C(=CC=C1)C)O)C(=O)OC